(S)-5-(2,3-dichloro-4-(N-(1,1,1-trifluoropropan-2-yl)sulfamoyl)phenyl)-2-(5-(2-hydroxy-2-methylpropyl)-1,3,4-oxadiazol-2-yl)thiazole-4-carboxylic acid ClC1=C(C=CC(=C1Cl)S(N[C@H](C(F)(F)F)C)(=O)=O)C1=C(N=C(S1)C=1OC(=NN1)CC(C)(C)O)C(=O)O